1,1,1,3,3,3-Hexafluoropropan-2-yl 4-(7-isopropyl-5,6,7,8-tetrahydroimidazo[1,2-a]pyrazine-2-carboxamido)-4-methylpiperidine-1-carboxylate C(C)(C)N1CC=2N(CC1)C=C(N2)C(=O)NC2(CCN(CC2)C(=O)OC(C(F)(F)F)C(F)(F)F)C